para-Hydroxyphenylpyruvate OC1=CC=C(C=C1)CC(C(=O)[O-])=O